7-Fluoro-4-methoxy-1-(2-{6-[4-(5-methyl-1H-imidazol-4-yl)-phenyl]-pyrimidin-4-ylamino}-ethyl)-1H-indol-2-carbonitril FC=1C=CC(=C2C=C(N(C12)CCNC1=NC=NC(=C1)C1=CC=C(C=C1)C=1N=CNC1C)C#N)OC